O=C1NC(CCC1C1=NN(C2=C(C=CC=C12)OCC(=O)NC=1C=NN(C1)C1=CC=CC=C1)C)=O 2-((3-(2,6-Dioxopiperidin-3-yl)-1-methyl-1H-indazol-7-yl)oxy)-N-(1-phenyl-1H-pyrazol-4-yl)acetamide